ClC=1C=NC=CC1C1=CN(CCS1)C=1C2=C(N=CN1)NC=C2 6-(3-chloropyridin-4-yl)-4-(7H-pyrrolo[2,3-d]pyrimidin-4-yl)-3,4-dihydro-2H-1,4-thiazine